O[C@@H]1CCO[C@@H]([C@@H]1O)CO (3R,4R,5R,6R)-4,5-dihydroxy-6-(hydroxymethyl)tetrahydro-2H-pyran